C(C)(=O)NC1=C(C=CC=C1)OC1=C(C=CC=C1)NC(C)=O acetamidophenyl ether